4-chloro-6-(6-ethynyl-4-methylpyridin-3-yl)-5-(3-fluoro-4-((4-methylpyrimidin-2-yl)oxy)phenyl)-7-methyl-7H-pyrrolo[2,3-d]pyrimidine ClC=1C2=C(N=CN1)N(C(=C2C2=CC(=C(C=C2)OC2=NC=CC(=N2)C)F)C=2C=NC(=CC2C)C#C)C